C(C)(C)(C)P(C1CCCC1)C(C)(C)C di-t-butyl-(cyclopentyl)phosphane